bis(3,5-bis(trifluoromethyl)phenyl)(2-fluoro-4-(trifluoromethyl)phenyl)borane FC(C=1C=C(C=C(C1)C(F)(F)F)B(C1=C(C=C(C=C1)C(F)(F)F)F)C1=CC(=CC(=C1)C(F)(F)F)C(F)(F)F)(F)F